C(CCC)CC(=O)O.C(C)(=O)OCCCC n-butyl acetate (butyl ethanoate)